BrC=1C(=NN(C1C)C)COCC1=CC=C(C=C1)OC 4-bromo-3-(((4-methoxybenzyl)oxy)methyl)-1,5-dimethyl-1H-pyrazole